(7-methyl-4-oxo-2-(piperidin-1-yl)-4H-pyrido[1,2-a]pyrimidine-9-carbonyl)proline CC=1C=C(C=2N(C(C=C(N2)N2CCCCC2)=O)C1)C(=O)N1[C@@H](CCC1)C(=O)O